O=C1NC(CC[C@H]1NC=1C=C(C=CC1)C1CCN(CC1)CC1CN(C1)C(=O)OC(C)(C)C)=O |r| tert-Butyl (±)-3-((4-(3-((2,6-dioxopiperidin-3-yl)amino)phenyl)piperidin-1-yl)methyl)azetidine-1-carboxylate